COC1=CC=C2C(=C(C=NC2=C1)N)NCC1=CC=C(C=C1)S(=O)(=N)C 7-methoxy-N4-[[4-(methylsulfonimidoyl)phenyl]methyl]quinoline-3,4-diamine